6-(2-chlorophenyl)-2-({4-[(4-hydroxypiperidin-1-yl)carbonyl]phenyl}amino)imidazo[1,2-a]pyrimido[5,4-e]pyrimidin-5(6H)-one ClC1=C(C=CC=C1)N1C=2N(C3=C(C1=O)C=NC(=N3)NC3=CC=C(C=C3)C(=O)N3CCC(CC3)O)C=CN2